COC1=CC=C(C2=CC=CC=C12)C=C[N+](=O)[O-] 1-methoxy-4-(2-nitrovinyl)naphthalene